CN1C(=NN=C1)CC1(COC1)C=1C=C(C=CC1)N1C(C2=CC(=CC(=C2C1)C(F)(F)F)C(C(F)(F)F)O)=O 2-(3-{3-[(4-methyl-1,2,4-triazol-3-yl)methyl]oxetan-3-yl}phenyl)-6-(2,2,2-trifluoro-1-hydroxyethyl)-4-(trifluoromethyl)-3H-isoindol-1-one